6-(3-Ethyl-4-phenylpyrrolidine-1-carbonyl)-1H-pyrazin-2-one C(C)C1CN(CC1C1=CC=CC=C1)C(=O)C1=CN=CC(N1)=O